(S)-N-(6-bromo-1-(2-chloro-5-fluorophenyl)-3-oxo-2,3-dihydroimidazo[1,5-a]pyridin-8-yl)-5-fluoro-3-hydroxyl-3-(Trifluoromethyl)indole-1-carboxamide BrC=1C=C(C=2N(C1)C(NC2C2=C(C=CC(=C2)F)Cl)=O)NC(=O)N2C[C@@](C1=CC(=CC=C21)F)(C(F)(F)F)O